COC=1C=C(C=CC1NC1=CC(=C2C(=N1)NC=C2C(F)(F)F)NC2=CC(=CC=C2)C(F)(F)F)C(=O)N2CCC(CC2)N2CCOCC2 (3-methoxy-4-(3-(trifluoromethyl)-4-(3-(trifluoromethyl)phenylamino)-1H-pyrrolo[2,3-b]pyridin-6-ylamino)phenyl)(4-morpholinopiperidin-1-yl)methanone